C=C(C)C1=CSC=C1 3-(prop-1-en-2-yl)thiophene